naphtho(1,2-d)thiazole N1=CSC2=C1C1=CC=CC=C1C=C2